3-(ethoxyphenylphosphinyl)-propionic acid ethyl ester C(C)OC(CCP(=O)(C1=CC=CC=C1)OCC)=O